NC1(CCN(CC1)C1=NC(=C2C(=N1)NN=C2C2=C(C1=C(N=C(S1)C)C=C2)Cl)C#N)C 6-(4-amino-4-methylpiperidin-1-yl)-3-(7-chloro-2-methylbenzo[d]thiazol-6-yl)-1H-pyrazolo[3,4-d]pyrimidine-4-carbonitrile